alpha-cyano-beta-(p-cyanophenyl)acrylic acid ethyl ester C(C)OC(C(=CC1=CC=C(C=C1)C#N)C#N)=O